CC1(CC2=C(O1)C(=CC=C2)N)C 2,2-dimethyl-2,3-dihydrobenzo[b]furan-7-amine